3-(2-(5-(pyridin-2-ylamino)pentanoylamino)acetamido)propanoic acid N1=C(C=CC=C1)NCCCCC(=O)NCC(=O)NCCC(=O)O